2-(2-vinyloxyethoxy)acrylic acid ethyl ester C(C)OC(C(=C)OCCOC=C)=O